ClC=1C=C2C(=NC(=NC2=C(C1C1=C(C(=CC(=N1)N)C)C(F)(F)F)F)OC[C@H]1N(CCC1)C)N1CC2NC(C1)C2 6-(6-chloro-4-{3,6-diazabicyclo[3.1.1]heptan-3-yl}-8-fluoro-2-{[(2S)-1-methylpyrrolidin-2-yl]methoxy}quinazolin-7-yl)-4-methyl-5-(trifluoromethyl)pyridin-2-amine